C(CCCCCCC\C=C\CCCCCCCC)O (E)-octadec-9-en-1-yl alcohol